N1(CCN(CC1)C1=CC=C(N)C=C1)C1=CC=C(N)C=C1 4,4'-(piperazine-1,4-diyl)dianiline